ClC1=NC(=CC(=C1)C(=C)C=1N(C=CN1)C)C 2-Chloro-6-methyl-4-(1-(1-methyl-1H-imidazol-2-yl)vinyl)pyridine